2,4,6-tris(thien-2-yl)-1,3,5-triazine S1C(=CC=C1)C1=NC(=NC(=N1)C=1SC=CC1)C=1SC=CC1